CC=1C=C(C(=O)C2=CC(=C(C=C2)C)C)C=CC1C (l)-3,3',4,4'-tetramethyl-benzophenone